OCC(C(C)C)\N=C\C1=C(C=CC=C1)O (E)-2-{[(1-hydroxy-3-methylbut-2-yl)imino]methyl}phenol